N-(2-Methoxy-5-((5-(trifluoromethyl)pyridin-2-yl)oxy)phenyl)-3-methyl-2-oxoimidazolidine-4-carboxamide COC1=C(C=C(C=C1)OC1=NC=C(C=C1)C(F)(F)F)NC(=O)C1N(C(NC1)=O)C